C1(CC1)C1C[C@H](N(CC1)CC1=C2C=NNC2=C(C=C1OC)C)CC1=CC=C(C(=O)[O-])C=C1 4-((2S)-4-cyclopropyl-1-((5-methoxy-7-Methyl-1H-indazol-4-yl)methyl)piperidin-2-yl)methylbenzoate